ClC=1C=CC=C2CC[C@H](C12)O (1R,2R)-7-chloro-1-hydroxy-2,3-dihydro-1H-inden